CN(C/C=C/C(=O)N1CC(N(CC1)C=1N=C2N(C=CC=C2)C1)=O)C 4-[(E)-4-(dimethylamino)but-2-enoyl]-1-imidazo[1,2-a]pyridin-2-yl-piperazin-2-one